FC=1C=CC=2CC(C2C1)NC([C@@H](C)C1CCC2(CC1)COC1=C2C=CC(=C1)C(F)(F)F)=O (2S)-N-(4-fluorobicyclo[4.2.0]octa-1(6),2,4-trien-7-yl)-2-((3R,4's)-6-(trifluoromethyl)-2H-spiro[benzofuran-3,1'-cyclohexan]-4'-yl)propanamide